C(C)(=O)N1CCC2(CN(C2)C2=C(C=C(C(=C2)OC)C2=NC=C3C=C(C=4N(C3=C2)C=CN4)C4=C(C(=CC(=C4Cl)OC)OC)Cl)NC(C=C)=O)CC1 N-(2-(7-acetyl-2,7-diazaspiro[3.5]nonan-2-yl)-5-(4-(2,6-dichloro-3,5-dimethoxyphenyl)imidazo[1,2-a][1,6]naphthyridin-8-yl)-4-methoxyphenyl)acrylamide